isopropyl (dilauryl phosphite) C(CCCCCCCCCCC)P(OC(C)C)([O-])([O-])CCCCCCCCCCCC